(+)-4-[(4-Methylsulfonylphenyl)-phenyl-methyl]piperidine CS(=O)(=O)C1=CC=C(C=C1)C(C1CCNCC1)C1=CC=CC=C1